C/C(=C/CN1CCN(CC1)C(=O)C=1C=CC(=C(C1)NS(=O)(=O)C1=CC2=CC=CC=C2C=C1)N1CCN(CC1)C(C)C)/CC(C=C(C)C)=O (Z)-N-(5-(4-(3,7-dimethyl-5-oxooctane-2,6-dienyl)piperazine-1-carbonyl)-2-(4-isopropylpiperazin-1-yl)phenyl)naphthalene-2-sulfonamide